2-(Naphthalen-1-yl)propan-2-amine C1(=CC=CC2=CC=CC=C12)C(C)(C)N